C(C)OC1=CC=C(C=C1)NC=1N=CC2=C(N1)N(C(C(=C2)C2=C(C=CC=C2Cl)Cl)=O)C 2-[(4-Ethoxyphenyl)amino]-8-methyl-6-(2,6-dichlorophenyl)pyrido[2,3-d]pyrimidine-7(8H)-one